2-[4-[7-(2-fluoro-3-methoxy-phenyl)-2-[[(2S)-1-methylpyrrolidin-2-yl]methoxy]-6,8-dihydro-5H-pyrido[3,4-d]pyrimidin-4-yl]piperazin-2-yl]acetonitrile FC1=C(C=CC=C1OC)N1CC=2N=C(N=C(C2CC1)N1CC(NCC1)CC#N)OC[C@H]1N(CCC1)C